C(C1=CC=CC=C1)N1S(CC(C2=C1N=C(N2C2=CC=CC=C2)NCCCC)=O)(=O)=O 1-benzyl-6-(butylamino)-5-phenyl-3,5-dihydroimidazo[4,5-c][1,2]thiazine-4(1H)-one 2,2-dioxide